BrC1=CC=C(C=C1)/C=C/C(=O)N1CCN(CCC1)C(C1=CN=C(C=C1)OC)=O (E)-3-(4-bromophenyl)-1-(4-(6-methoxynicotinoyl)-1,4-diazepan-1-yl)prop-2-en-1-one